(3-{[2-(2-methoxyphenyl)pyrimidin-4-yl]methoxy}phenyl)boronic acid COC1=C(C=CC=C1)C1=NC=CC(=N1)COC=1C=C(C=CC1)B(O)O